O=P1(OC2=C(C3=C1C=CC=C3)C=CC=C2)C(C)(C2=CC=C(C=C2)O)C2=CC=C(C=C2)O 4,4'-[1-(6-oxido-6H-dibenz[c,e][1,2]oxaphosphorin-6-yl)ethylidene]bisphenol